O=C(CCC(=O)O)NCCC1=CC=CC=C1 4-oxo-4-(2-phenylethyl)aminobutyric acid